BrC=1N=C2C(=NC1)NC(=C(C2=O)N2CCN([C@H]1CC[C@H]21)C(=O)OC(C)(C)C)CC tert-butyl (1S,6S)-5-(2-bromo-6-ethyl-8-oxo-5,8-dihydropyrido[2,3-b]pyrazin-7-yl)-2,5-diazabicyclo[4.2.0]octane-2-carboxylate